C[C@H]1NC2=C(NC(C1)=O)N=CC=C2 (2R)-2-methyl-4-oxo-1,2,3,5-tetrahydropyrido[2,3-b][1,4]diazepine